5-(1,3,4-oxadiazol-2-yl)isoindoline-2-carboxylic acid tert-butyl ester C(C)(C)(C)OC(=O)N1CC2=CC=C(C=C2C1)C=1OC=NN1